C(=O)(O)[C@H](CC=1N(C=NC1)CC1=CC(=CC(=C1)Cl)Cl)N[C@H](C(=O)O)CC(C)C 2(S)-(1(S)-Carboxy-2-(3-(3,5-dichlorobenzyl)-3H-imidazol-4-yl)-ethylamino)-4-methylpentanoic acid